4-morpholino-N-(5-phenylisoxazol-3-yl)-6-(4-pyridyl)furo[3,2-d]pyrimidin-2-amine O1CCN(CC1)C=1C2=C(N=C(N1)NC1=NOC(=C1)C1=CC=CC=C1)C=C(O2)C2=CC=NC=C2